(S)-TERT-BUTYL 6'-CHLORO-5-(((1R,2R)-2-((5-SULFAMOYLPENTYL)THIO)CYCLOBUTYL)METHYL)-3',4,4',5-TETRAHYDRO-2H,2'H-SPIRO[BENZO[B][1,4]OXAZEPINE-3,1'-NAPHTHALENE]-7-CARBOXYLATE ClC=1C=C2CCC[C@]3(C2=CC1)CN(C1=C(OC3)C=CC(=C1)C(=O)OC(C)(C)C)C[C@@H]1[C@@H](CC1)SCCCCCS(N)(=O)=O